NC1=NC=2C=C(C(=CC2C2=C1COC2)C(=O)N([C@H]2COCC1=C2C=CC(=C1)C1=CC=C(C=C1)C(F)(F)F)C)F 4-amino-7-fluoro-N-methyl-N-((4R)-7-(4-(trifluoromethyl)phenyl)-3,4-dihydro-1H-2-benzopyran-4-yl)-1,3-dihydrofuro[3,4-c]quinoline-8-carboxamide